S1C=NC2=C1C=CC(=C2)C(C)N2CCC1(CCN(C1)C(=O)OC(C)(C)C)CC2 tert-butyl 8-(1-(benzo[d]thiazol-5-yl) ethyl)-2,8-diazaspiro[4.5]decane-2-carboxylate